tert-Butyl 6-tetrahydropyran-2-yloxy-2H-chromene-3-carboxylate O1C(CCCC1)OC=1C=C2C=C(COC2=CC1)C(=O)OC(C)(C)C